[4-(methoxymethyl)-4-({[(1R,2S)-2-phenylcyclopropyl]Amino}methyl)piperidin-1-yl]Methyl-cyclobutanecarboxylic acid bis(4-methylbenzenesulfonate) CC1=CC=C(C=C1)S(=O)(=O)O.CC1=CC=C(C=C1)S(=O)(=O)O.COCC1(CCN(CC1)CC1(CCC1)C(=O)O)CN[C@H]1[C@@H](C1)C1=CC=CC=C1